Cl.C(C)OC[C@@]1(CN(CC1)C(C)(C)C=1C=NC(=CC1)C)CCC1=CC(NC=C1)=O (S)-4-(2-(3-(ethoxymethyl)-1-(2-(6-methylpyridin-3-yl)propan-2-yl)pyrrolidin-3-yl)ethyl)pyridin-2(1H)-one HCl